tert-butyl (2S,6R)-4-(2,3-dihydro-1H-pyrrolo[2,3-b]pyridin-4-yl)-2,6-dimethylpiperidine-1-carboxylate N1CCC=2C1=NC=CC2C2C[C@@H](N([C@@H](C2)C)C(=O)OC(C)(C)C)C